Carbon Styrene C=CC1=CC=CC=C1.[C]